OC(C)(C)C=1C=C(OC1C)S(=O)(=O)N 4-(2-hydroxypropan-2-yl)-5-methylfuran-2-sulfonamide